N-(3-methyl-5-{3-methyl-1H-pyrazolo[3,4-c]pyridin-5-yl}phenyl)prop-2-enamide CC=1C=C(C=C(C1)C=1C=C2C(=CN1)NN=C2C)NC(C=C)=O